(2ξ)-6-O-α-D-Glucopyranosyl-D-arabino-hexitol [C@H]1([C@H](O)[C@@H](O)[C@H](O)[C@H](O1)CO)OC[C@H]([C@H]([C@@H](C(CO)O)O)O)O